C1=CC=CC=2NC3=C(CCC21)C=CC=C3 10,11-dihydro-5H-dibenzo[b,f]azepin